C[C@H]1CN2C(C=3N1C(=NC3)[C@@](C(F)(F)F)(C)O)=CC(=N2)OCC23CC(C2)(C3)C(=O)O 3-((((S)-5-methyl-3-((R)-1,1,1-trifluoro-2-hydroxypropan-2-yl)-5,6-dihydroimidazo[1,5-a]pyrazolo[5,1-c]pyrazin-9-yl)oxy)methyl)bicyclo[1.1.1]pentane-1-carboxylic acid